NC1CCN(CC1)CC1=CC=CC=2N(C(N(C21)C)=O)C2C(NC(CC2)=O)=O 3-(4-((4-Aminopiperidin-1-yl)methyl)-3-methyl-2-oxo-2,3-dihydro-1H-benzo[d]-imidazol-1-yl)piperidine-2,6-dione